FC1=C(NC(C=2N1N=C(C2)C(=O)N[C@H](C)C=2C=NC(=CC2)OC)=O)C2=C(C1=C(OCCO1)C=C2)F 7-Fluoro-6-(5-fluoro-2,3-dihydro-1,4-benzodioxin-6-yl)-N-[(1R)-1-(6-methoxypyridin-3-yl)ethyl]-4-oxo-4,5-dihydropyrazolo[1,5-a]pyrazine-2-carboxamide